6-cyclobutoxy-4-(4-fluoro-3-(5-(5-(trifluoromethyl)pyrimidin-2-yl)octahydropyrrolo[3,4-c]pyrrole-2-carbonyl)benzyl)phthalazin-1(2H)-one C1(CCC1)OC=1C=C2C(=NNC(C2=CC1)=O)CC1=CC(=C(C=C1)F)C(=O)N1CC2CN(CC2C1)C1=NC=C(C=N1)C(F)(F)F